(Z)-allyl 4-(3-amino-4,4,4-trichloro-2-cyanobut-2-enoyl)piperidine-1-carboxylate N\C(=C(/C(=O)C1CCN(CC1)C(=O)OCC=C)\C#N)\C(Cl)(Cl)Cl